2-(4-Methoxyphenylthio)ethanamine COC1=CC=C(C=C1)SCCN